dimethyl-3-hydroxypropyl-2,3-dioleoyloxypropyl-ammonium bromide [Br-].C[N+](CC(COC(CCCCCCC\C=C/CCCCCCCC)=O)OC(CCCCCCC\C=C/CCCCCCCC)=O)(CCCO)C